CN([C@H]1C[C@H](CCC1)NC=1N=CC2=C(N1)N(C(C(=C2)C2=CC(=C(C=C2)NS(=O)(=O)CCC(F)(F)F)F)=O)C(C)C)C N-(4-(2-(((1S,3R)-3-(Dimethylamino)cyclohexyl)amino)-8-isopropyl-7-oxo-7,8-dihydropyrido[2,3-d]pyrimidin-6-yl)-2-fluorophenyl)-3,3,3-trifluoropropane-1-sulfonamide